C(C)(C)(C)C=1C=CC(=C(C(=O)O)C1)C(NC1=NC(=CC=C1)[C@@H](C)O)=O |r| (RAC)-5-tert-butyl-2-{[6-(1-hydroxyethyl)pyridin-2-yl]carbamoyl}benzoic acid